L-alanine hexyl ester C(CCCCC)OC([C@@H](N)C)=O